ClC1=CC2=C(N(C(C=N2)=O)C)N=C1OCCNC[C@H]1CN(C(O1)=O)C1=NC2=C(OCC(N2)=O)N=C1 (S)-6-(5-(((2-((7-Chloro-4-methyl-3-oxo-3,4-dihydropyrido[2,3-b]pyrazin-6-yl)oxy)ethyl)amino)methyl)-2-oxooxazolidin-3-yl)-2H-pyrazino[2,3-b][1,4]oxazin-3(4H)-one